3-amino-N-(3-(4-amino-4-methylpiperidin-1-yl)pyridin-2-yl)-6-(2-amino-5-chloropyrimidin-4-yl)pyrazine-2-carboxamide NC=1C(=NC(=CN1)C1=NC(=NC=C1Cl)N)C(=O)NC1=NC=CC=C1N1CCC(CC1)(C)N